4-(3-(2-((tert-butoxycarbonyl)amino)ethyl)ureido)-1-methyl-1H-pyrazol-2-ium formate C(=O)[O-].C(C)(C)(C)OC(=O)NCCNC(NC=1C=[NH+]N(C1)C)=O